3-((2-chloro-7,8-dihydro-5H-pyrano[4,3-d]pyrimidin-4-yl)oxy)-10-methyl-9,10,11,12-tetrahydro-8H-[1,4]diazepino[5',6':4,5]thieno[3,2-f]quinoxalin-8-one ClC=1N=C(C2=C(N1)CCOC2)OC2=NC=1C=CC3=C(C1N=C2)C2=C(S3)C(NC(CN2)C)=O